COC=1C=CC(=NC1)COC=1C=CC2=C(N=C(O2)N2CCC=3C=CC=NC3C2)C1 7-{5-[(5-Methoxypyridin-2-yl)methoxyl]-1,3-benzoxazol-2-yl}-5,6,7,8-tetrahydro-1,7-naphthyridine